FC=1C=C(OC2=C(C=C3CCN([C@@](C3=C2)(CC(NC=2SC=CN2)=O)C)C(=O)OC(C)(C)C)OC)C=CC1C(=O)OC tert-butyl (R)-7-(3-fluoro-4-(methoxycarbonyl)phenoxy)-6-methoxy-1-methyl-1-(2-oxo-2-(thiazol-2-ylamino)ethyl)-3,4-dihydroisoquinoline-2(1H)-carboxylate